[N+]=1(C[N+](=CC1)[O-])[O-] 2H-imidazole 1,3-dioxide